(S)-(3-(4-bromophenyl)tetrahydrofuran-3-yl)methanol BrC1=CC=C(C=C1)[C@]1(COCC1)CO